The molecule is a 3-hydroxy fatty acyl-CoA that results from the formal condensation of the thiol group of coenzyme A with the carboxy group of (3R,15Z)-3-hydroxytetracosenoic acid. It is a (R)-3-hydroxyacyl-CoA, a 3-hydroxy fatty acyl-CoA, an unsaturated fatty acyl-CoA and a very long-chain fatty acyl-CoA. It is a conjugate acid of a (3R,15Z)-3-hydroxytetracosenoyl-CoA(4-). CCCCCCCC/C=C\\CCCCCCCCCCC[C@H](CC(=O)SCCNC(=O)CCNC(=O)[C@@H](C(C)(C)COP(=O)(O)OP(=O)(O)OC[C@@H]1[C@H]([C@H]([C@@H](O1)N2C=NC3=C(N=CN=C32)N)O)OP(=O)(O)O)O)O